5-HYDROXYPYRIDINE-3-BORONIC ACID OC=1C=C(C=NC1)B(O)O